C1=CC(=C(C=C1C[C@@H](C(=O)[O-])[NH3+])I)O The molecule is zwitterionic form of 3-iodo-L-tyrosine having an anionic carboxy group and a protonated amino group; major species at pH 7.3. It is a tautomer of a 3-iodo-L-tyrosine.